4-[6-chloro-2-[3-(2,2-dimethylmorpholin-4-yl)azetidin-1-yl]-8-fluoro-4-piperazin-1-yl-quinazolin-7-yl]-1,3-benzothiazol-2-amine ClC=1C=C2C(=NC(=NC2=C(C1C1=CC=CC2=C1N=C(S2)N)F)N2CC(C2)N2CC(OCC2)(C)C)N2CCNCC2